2-((2-(7-chloro-2-methoxyquinoxalin-5-yl)-4-methylbenzo[d]thiazol-6-yl)oxy)ethanamine TFA salt OC(=O)C(F)(F)F.ClC1=CC(=C2N=CC(=NC2=C1)OC)C=1SC2=C(N1)C(=CC(=C2)OCCN)C